4-amino-7-fluoro-N-[[2-fluoro-4-(trifluoromethyl)phenyl]methyl]-N-[2-hydroxy-1-(hydroxymethyl)ethyl]imidazo[1,5-a]quinoxaline-8-carboxamide NC=1C=2N(C3=CC(=C(C=C3N1)F)C(=O)N(C(CO)CO)CC1=C(C=C(C=C1)C(F)(F)F)F)C=NC2